OC(C(ONC(=O)C1=CC2=C(N=CN2C([2H])([2H])[2H])C(=C1NC1=C(C=C(C=C1)Br)Cl)F)([2H])[2H])([2H])[2H] 6-(4-bromo-2-chlorophenylamino)-7-fluoro-3-(methyl-d3)-3H-benzimidazole-5-carboxylic acid (2-hydroxyethoxy-1,1,2,2-d4)amide